COC1=NC=CC(=C1CO)OC (2,4-dimethoxypyridin-3-yl)methanol